C12(CC3CC(CC(C1)C3)C2)NCCCCN2N=CC=C(C2=O)C2=CC=CC=C2 2-(4-(adamantan-1-ylamino)butyl)-4-phenylpyridazin-3(2H)-one